2-[(1S)-1-{[7-cyclopropoxy-4-(1-methyl-3-phenyl-1H-pyrazol-4-yl)pyrido[3,2-d]pyrimidin-6-yl]oxy}ethyl]-5-methyl-1,3,4-oxadiazole C1(CC1)OC1=CC=2N=CN=C(C2N=C1O[C@@H](C)C=1OC(=NN1)C)C=1C(=NN(C1)C)C1=CC=CC=C1